CN1C(C(C2=CC=CC=C12)C=O)=O 1-METHYL-2-OXOINDOLINE-3-CARBALDEHYDE